N1=C(N=CC=C1)[C@@H](C)N (R)-1-(pyrimidin-2-yl)ethane-1-amine